C(C)(C)(C)OC(=O)C1N(N(C2=C1CNCC2)N2C=NC(C2=O)=O)C (1S,2S)-2-methyl-1-(5-oxo-4-oxo-1H-imidazol-1-yl)-2,4,6,7-tetrahydro-5H-pyrazolo[4,3-c]pyridine-carboxylic acid tert-butyl ester